N-(1-(1-((S)-2-aminopropionyl)piperidin-4-yl)ethyl)-2-oxoindolin-5-carboxamide hydrochloride Cl.N[C@H](C(=O)N1CCC(CC1)C(C)NC(=O)C=1C=C2CC(NC2=CC1)=O)C